N-(2,4-difluorobenzyl)-1-methyl-4-(2-(p-tolyl)-2H-pyrazolo[3,4-d]pyrimidin-4-yl)piperazine-2-carboxamide FC1=C(CNC(=O)C2N(CCN(C2)C=2C=3C(N=CN2)=NN(C3)C3=CC=C(C=C3)C)C)C=CC(=C1)F